CC(=CCC/C(=C/CC/C(=C/CC/C=C(\C)/CC/C=C(\C)/CC[C@H]1C(O1)(C)C)/C)/C)C (3S)-2,3-oxidosqualene